nicotine hydrogen tartrate salt C(=O)(O)C(O)C(O)C(=O)O.N1=CC=CC(=C1)C1N(C)CCC1